2-[9-(3-hydroxypropyl)-1,9-diazatricyclo[6.3.1.04,12]dodeca-2,4(12),5,7-tetraen-2-yl]-7-methoxy-1-methyl-benzimidazole-5-carboxylic acid methyl ester COC(=O)C1=CC2=C(N(C(=N2)C=2N3CCN(C4=CC=CC(C2)=C34)CCCO)C)C(=C1)OC